BrC=1C2(C3=CC=C(C(=C3C1)F)F)CCC(CC2)(C(=O)O)NC2=CC(=CC=C2)Cl 2'-bromo-4-(3-chloroanilino)-4',5'-difluorospiro[cyclohexane-1,1'-indene]-4-carboxylic acid